3-cyclopropyl-5-((S)-2,2-dimethyltetrahydro-2H-pyran-4-yl)-1-((1S,2S)-2-methyl-1-(5-carbonyl-4,5-dihydro-1,2,4-oxadiazol-3-yl)cyclopropyl)-1H-indole-2-carboxylic acid C1(CC1)C1=C(N(C2=CC=C(C=C12)[C@@H]1CC(OCC1)(C)C)[C@@]1([C@H](C1)C)C1=NOC(N1)=C=O)C(=O)O